CC(C(=O)OCC(C)(COC(C(CCC)C)=O)C)CCC neopentyl glycol bis(2-methylpentanoate)